CN(CCC(=O)OC(CCCCCCCC\C=C/C\C=C/CCCCC)CCCCCCCC\C=C/C\C=C/CCCCC)C (6Z,9Z,28Z,31Z)-Heptatriaconta-6,9,28,31-tetraen-19-yl 3-(dimethylamino)propanoate